CC(C)(C)[S@@](=O)N[C@H]1C2(CN(C2)C(=O)OCC2=CC=CC=C2)C[C@@H](C1)N1C(C2=CC=CC=C2C1=O)=O (5R,7S)-benzyl 5-((R)-1,1-dimethylethylsulfinamido)-7-(1,3-dioxoisoindolin-2-yl)-2-azaspiro[3.4]octane-2-carboxylate